C1(NC(C2=CCCC=C12)=O)=O isoindole-1,3(2H,6H)-dione